C(CCC)N(CCCC)C1=NC(=NC(=N1)S)S 2-(N,N-dibutylamino)-4,6-dimercapto-S-triazine